1-(1-pyrrolidinylmethyl)cyclopropane-1-methanol N1(CCCC1)CC1(CC1)CO